N-[(3R,5S)-1-[8-(difluoromethyl)quinolin-5-yl]-5-methylpiperidin-3-yl]-2-(1-methylazetidin-3-yl)acetamide FC(C=1C=CC(=C2C=CC=NC12)N1C[C@@H](C[C@@H](C1)C)NC(CC1CN(C1)C)=O)F